4,4,5,5-tetramethyl-2-(6-methylcyclohexen-1-yl)-1,3,2-dioxaborolane CC1(OB(OC1(C)C)C1=CCCCC1C)C